N-(4-((2-(cyclopropanecarboxamido)pyridin-4-yl)oxy)-2,5-difluorophenyl)benzofuran-6-carboxamide C1(CC1)C(=O)NC1=NC=CC(=C1)OC1=CC(=C(C=C1F)NC(=O)C1=CC2=C(C=CO2)C=C1)F